The molecule is an alanine derivative that is the N-phenylacetyl derivative of methyl N-(2,6-dimethylphenyl)alaninate It is an alanine derivative, an aromatic amide, a carboxamide and a methyl ester. CC1=C(C(=CC=C1)C)N(C(C)C(=O)OC)C(=O)CC2=CC=CC=C2